ClC1=CC=C(C=C1)C=1N=C2N(C=CC=N2)C1CN1CC2CCC(C1)N2C(=O)OCC ethyl 3-{[2-(4-chlorophenyl) imidazo[1,2-a]pyrimidin-3-yl] methyl}-3,8-diazabicyclo[3.2.1]octane-8-carboxylate